1-(3-dimethylaminopropyl)-3-2-ethylcarbodiimide hydrochloride Cl.CN(CCCN=C=NCC)C